ClC1=C(C#N)C=C(C(=N1)N1CC(C1)(F)F)F 2-chloro-6-(3,3-difluoroazetidin-1-yl)-5-fluoronicotinonitrile